COC(C(=O)N1C(CCC(C1)C)C=1C=CC2=C(C=CS2)C1)=O 2-(2-(Benzothien-5-yl)-5-methylpiperidin-1-yl)-2-oxoacetic acid methyl ester